O=C1CCC=2N(C1)N(CC2C(=O)NC2=CC=C(C=C2)OC2=NC=1N(C=C2)N=CC1)C1=CC=CC=C1 6-oxo-1-phenyl-N-(4-(pyrazolo[1,5-a]pyrimidin-5-yloxy)phenyl)-1,2,4,5,6,7-hexahydropyrazolo[1,5-a]pyridine-3-carboxamide